[Br-].C(CCCCCCCCC)OC(CCCCCCCCC=CC1=CC=C(C=C1)[P+](C)(C)C)OCCCCCCCCCC (4E)-11,11-didecyloxy-4-undecenyl-trimethylphenylphosphonium bromide